C(C)C12CC(CN2C(C2=C1SC(=C2)C2=NC(=NC=C2C(F)(F)F)NC2CCN(CC2)S(=O)(=O)C=2C=NN(C2)C)=O)(F)F 8a-Ethyl-7,7-difluoro-2-(2-((1-((1-methyl-1H-pyrazol-4-yl)sulfonyl)piperidin-4-yl)amino)-5-(trifluoromethyl)pyrimidin-4-yl)-6,7,8,8a-tetrahydro-4H-thieno[2,3-a]pyrrolizin-4-one